C(C)(C)(C)OC(=O)N1C2C=C(CC1CC2)C2=CC1=C(NC(=N1)NC1=CC(=C3C=CNC3=C1)Cl)C=C2 3-{2-[(4-chloro-1H-indol-6-yl)amino]-1H-1,3-benzodiazol-5-yl}-8-azabicyclo[3.2.1]oct-2-ene-8-carboxylic acid tert-butyl ester